4-chloro-2-(4-(8-(pyrrolidin-1-ylmethyl)imidazo[1,2-a]pyridin-3-yl)phenoxy)benzaldehyde ClC1=CC(=C(C=O)C=C1)OC1=CC=C(C=C1)C1=CN=C2N1C=CC=C2CN2CCCC2